NC/C(/CN1N=CN(C1=O)CC1=CC=C(S1)C1=CC2=C(NC(C(O2)(C)C)=O)C=C1)=C\F 7-[5-[[1-[(E)-2-(aminomethyl)-3-fluoro-allyl]-5-oxo-1,2,4-triazol-4-yl]methyl]-2-thienyl]-2,2-dimethyl-4H-1,4-benzoxazin-3-one